C(C=1C(C(=O)OCCCCCCCCC)=CC=CC1)(=O)OC1=CC=C(C=C1)C#N phthalic acid, 4-cyanophenyl nonyl ester